2-tert-Butyl-4-(aminomethyl)-4-(1-hydroxy-3-methylbutyl)piperidine-1-carboxylate C(C)(C)(C)C1N(CCC(C1)(C(CC(C)C)O)CN)C(=O)[O-]